C(C)(C)(C)OC(=O)N1C[C@@H](CC1)OC=1C=NC(=CC1)C(NC1CC1)=O (3R)-3-{[6-(cyclopropylcarbamoyl)pyridin-3-yl]oxy}pyrrolidine-1-carboxylic acid tert-butyl ester